N-(3,4-dichloro-1H-indol-7-yl)-1-(2-hydroxy-2-methyl-propyl)pyrazole-4-sulfonamide ClC1=CNC2=C(C=CC(=C12)Cl)NS(=O)(=O)C=1C=NN(C1)CC(C)(C)O